trichloro(2-chloroethyl)silane Cl[Si](CCCl)(Cl)Cl